C(C)OC1=C(C=CC=C1)OC(CC)=O propionic acid 2-ethoxyphenyl ester